NC1=NC=C(C2=C1C(=C(N2C)C2=C(C=C(C=C2)NC(C=C)=O)Cl)C2=CC=C(C=C2)OC2=NC=C(C(=N2)C)F)C#N N-(4-(4-amino-7-cyano-3-(4-((5-fluoro-4-methylpyrimidin-2-yl)oxy)phenyl)-1-methyl-1H-pyrrolo[3,2-c]pyridin-2-yl)-3-chlorophenyl)acrylamide